hexyldecyl 6-[[6-(4-hexyldecoxy)-6-oxo-hexyl]-[2-(oxiran-2-yl)ethyl] amino]hexanoate C(CCCCC)C(CCCOC(CCCCCN(CCCCCC(=O)OC(CCCCCCCCC)CCCCCC)CCC1OC1)=O)CCCCCC